N-((1S,3R)-3-(5-chloro-2,4-difluorobenzyl)-3-(2-oxo-1,3,4-oxathiazol-5-yl)cyclopentyl)methanesulfonamide ClC=1C(=CC(=C(C[C@]2(C[C@H](CC2)NS(=O)(=O)C)C2=NSC(O2)=O)C1)F)F